BrC=1C=CC(=NC1)OCC1=CC=C(C=C1)OC 5-bromo-2-[(4-methoxyphenyl)methoxy]pyridine